Lithium Nickel-Manganese-Cobalt [Co].[Mn].[Ni].[Li]